3,5-di-t-butyl-catechol C(C)(C)(C)C1=C(C(O)=CC(=C1)C(C)(C)C)O